3-chlorobenzyl ((12S,15S)-16-cyclohexyl-12-((diethoxyphosphoryl)(hydroxy)methyl)-8-methyl-4,9,14-trioxo-3-oxa-5,8,13-triazahexadecan-15-yl)carbamate C1(CCCCC1)C[C@@H](C(N[C@@H](CCC(N(CCNC(OCC)=O)C)=O)C(O)P(=O)(OCC)OCC)=O)NC(OCC1=CC(=CC=C1)Cl)=O